N(C(=O)N)CCC[Si](OC)(OC)OC 3-ureidopropyl-Trimethoxysilane